(1s,4s)-4-((2-((2-(1-(Cyclopropylsulfonyl)-1H-pyrazol-4-yl)pyrimidin-4-yl)amino)-5-((1-(trifluoromethyl)-1H-pyrazol-4-yl)ethynyl)pyridin-4-yl)amino)cyclohexan-1-ol C1(CC1)S(=O)(=O)N1N=CC(=C1)C1=NC=CC(=N1)NC1=NC=C(C(=C1)NC1CCC(CC1)O)C#CC=1C=NN(C1)C(F)(F)F